(4RS,5RS)-5-(4-chlorophenyl)-N-cyclohexyl-4-methyl-2-oxo-1,3-thiazolidine-3-carboxamide ClC1=CC=C(C=C1)[C@@H]1[C@H](N(C(S1)=O)C(=O)NC1CCCCC1)C |r|